1-{[3-(3-fluoro-4-{[2-(propan-2-yl)-1H-imidazol-1-yl]methyl}phenyl)-5-(2-methylpropyl)thiophen-2-yl]sulfonyl}-3-(3,3,3-trifluoropropyl)urea FC=1C=C(C=CC1CN1C(=NC=C1)C(C)C)C1=C(SC(=C1)CC(C)C)S(=O)(=O)NC(=O)NCCC(F)(F)F